C[C@]1([C@@](C(=O)OC2=CC=C(C=C2)C)(O)O[C@H]([C@@H]([C@H]1OC(C)=O)NC(C)=O)[C@H](OC(C)=O)[C@H](OC(C)=O)COC(C)=O)O p-Tolyl [methyl 5-acetamido-4,7,8,9-tetra-O-acetyl-5-deoxy-D-erythro-β-L-gluco-non-2-ulopyranosonate]